FC1=NC=CC(=C1)C1=C(NC=2N=C(N=C(C21)N)C2=CC=CC=C2)C (2-Fluoropyridin-4-yl)-6-methyl-2-phenyl-7H-pyrrolo[2,3-d]pyrimidin-4-amine